4-morpholino-[1,3]dioxolo[4,5-h]quinazolin-6-ol O1CCN(CC1)C1=CC2=C(N=CN=C2C2=C1OCO2)O